BrC=1C=CC2=C(C(=NS2)COC2=C(C=CC=C2)CC(=O)OCC)C1 ethyl 2-(2-((5-bromobenzo[d]isothiazol-3-yl)methoxy)phenyl)acetate